3-[5-[2-[4-(5-Aminotetrahydropyran-2-carbonyl)piperazin-1-yl]ethyl]-3-methyl-2-oxo-benzimidazol-1-yl]piperidine-2,6-dione NC1CCC(OC1)C(=O)N1CCN(CC1)CCC1=CC2=C(N(C(N2C)=O)C2C(NC(CC2)=O)=O)C=C1